C(C)(=O)OCC(CNC(C1=CC(=C(C(=C1)C)OC(C)=O)C)=O)OC(C)=O 3-(4-acetoxy-3,5-dimethylbenzamido)-propane-1,2-diyl diacetate